C1(CC1)C1=NC=NC(=C1C1=NC=CC(=N1)OCC1=CC(=C(C(=C1)F)N1N=C(C=C1C)C(F)(F)F)F)OC 4-cyclopropyl-5-[4-[[3,5-difluoro-4-[5-methyl-3-(trifluoromethyl)pyrazol-1-yl]phenyl]methoxy]pyrimidin-2-yl]-6-methoxy-pyrimidine